C(C)(=O)N(C(C(=C)C)=O)C(=C)C1=CC=CC=C1 N-acetyl-N-(1-phenylvinyl)methacrylamide